The molecule is a sesquiterpenoid that consists of a heterotetracyclic system linked to a pyridine moiety. Isolated from the fungus, Aspergillus fumigatus, it exhibits inhibitory activity against acyl-CoA:cholesterol acyltransferase 2. It has a role as an Aspergillus metabolite and an acyl-CoA:cholesterol acyltransferase 2 inhibitor. It is an acetate ester, an organic heterotetracyclic compound, a member of pyridines and a sesquiterpenoid. CCC(=O)OC[C@@]1([C@H](CC[C@]2([C@H]1C[C@@H]([C@@]3([C@@H]2[C@H](C4=C(O3)C=C(OC4=O)C5=CN=CC=C5)O)C)OC(=O)C)C)OC(=O)CC)C